C(C=CC)C1OC(C2=CC=CC=C12)=O 3-(but-2-en-1-yl)isobenzofuran-1(3H)-one